F[P-](F)(F)(F)(F)F.CN(C)C(=[N+](C)C)N1N=[N+](C2=NC=CC=C21)[O-] (Dimethylamino)-N,N-dimethyl(3-oxido-1H-[1,2,3]triazolo[4,5-b]pyridinyl)methaniminium hexafluorophosphate